7'-(methyl-d3)-3',4'-dihydro-1'H-spiro[pyrrolidine-3,2'-[1,8]naphthyridine]-1-carboxylic acid tert-butyl ester C(C)(C)(C)OC(=O)N1CC2(NC3=NC(=CC=C3CC2)C([2H])([2H])[2H])CC1